3-bromodibenzo[b,d]thiophene-5,5-dioxide BrC=1C=CC2=C(S(C3=C2C=CC=C3)(=O)=O)C1